NC1=CC(=C2NC(CCCCCC(C3=NN=C(C1=N2)O3)(C(F)(F)F)O)C(=O)OCC)C(F)(F)F Racemic-ethyl 17-amino-6-hydroxy-6,15-bis(trifluoromethyl)-19-oxa-3,4,13,18-tetrazatricyclo[12.3.1.12,5]nonadeca-1(18),2,4,14,16-pentaene-12-carboxylate